CN1N=CC(=C1NC(OC(C)(C)C)=O)B1OC(C(O1)(C)C)(C)C tert-butyl N-[2-methyl-4-(4,4,5,5-tetramethyl-1,3,2-dioxaborolan-2-yl)pyrazol-3-yl]carbamate